N1=CC=NC2=CC(=CC=C12)CNC=1C=NC=CC1N1CC2(C1)CNC2 N-(quinoxalin-6-ylmethyl)-4-(2,6-diazaspiro[3.3]hept-2-yl)pyridin-3-amine